ClC1=C(C=CC(=C1)O)C[C@@H](CNC(C[C@H](C1=CC=CC=C1)C1CC1)=O)N(C)C (S)-N-((S)-3-(2-chloro-4-hydroxyphenyl)-2-(dimethylamino)propyl)-3-cyclopropyl-3-phenylpropanamide